N(C(=O)C)C=1N=C2N(N=C(C=C2)C=2C=C(C(=NC2)C)C(=O)NCC(CC2=CC=C(C=C2)F)(C)O)C1 5-{2-Acetaminoimidazo[1,2-b]pyridazin-6-yl}-N-[3-(4-fluorophenyl)-2-hydroxy-2-methylpropyl]-2-methylpyridine-3-carboxamide